ClC1=C(C=CC(=C1)Cl)C1=C(C2=C(CCC1)C=C(C=C2)C(=O)O)C2=CC=C(C=C2)O[C@@H]2CN(CC2)CCCF 6-(2,4-dichloro-phenyl)-5-[4-[(3S)-1-(3-fluoropropyl)pyrrolidin-3-yl]oxyphenyl]-8,9-dihydro-7H-benzo[7]annulene-2-carboxylic acid